4,4'-(((diselanediylbis(4,1-phenylene))bis(azaneylylidene))bis(methaneylylidene))bis(2-methoxyphenol) [Se]([Se]C1=CC=C(C=C1)N=CC1=CC(=C(C=C1)O)OC)C1=CC=C(C=C1)N=CC1=CC(=C(C=C1)O)OC